(R)-2-(6-(5-(1-(azetidin-3-yl)piperidin-4-yl)pyrimidin-2-yl)-5-methyl-6,7,8,9-tetrahydro-5H-pyrido[3',4':4,5]pyrrolo[2,3-c]pyridazin-3-yl)phenol N1CC(C1)N1CCC(CC1)C=1C=NC(=NC1)N1[C@@H](C2=C(NC=3N=NC(=CC32)C3=C(C=CC=C3)O)CC1)C